C1(CC1)CN1C(=CC=2C1=NC=CC2)C2=NC1=C(N2CC2CN(C2)C(C2=CC=C(C=C2)F)=O)C(=CC(=C1)C(=O)N1C2CCC(C1)[C@H]2N)OC (7R)-2-{2-[1-(cyclopropylmethyl)-1H-pyrrolo[2,3-b]pyridin-2-yl]-1-{[1-(4-fluorobenzoyl)azetidin-3-yl]methyl}-7-methoxy-1H-1,3-benzodiazole-5-carbonyl}-2-azabicyclo[2.2.1]heptan-7-amine